CN1N=C(C(=C1O[C@H](CN(C)CC=1N(N=C(C1I)C)C)C)C=1C=C2C(=C(N1)C)N(N=C2C=C)C2OCCCC2)C (2S)-2-[2,5-dimethyl-4-(7-methyl-1-tetrahydropyran-2-yl-3-vinyl-pyrazolo[3,4-c]pyridin-5-yl)pyrazol-3-yl]oxy-N-[(4-iodo-2,5-dimethyl-pyrazol-3-yl)methyl]-N-methyl-propan-1-amine